C(C=CC=CCCCCCCCCCCCCC)(=O)O.[La] lanthanum octadecadienoic acid